Pentasodium Ethylenediamine C(CN)N.[Na].[Na].[Na].[Na].[Na]